(2S)-2-[[2-[(1,1-dioxo-3,4-dihydro-2H-thiochromen-6-yl)amino]-5-(1-methyltetrazol-5-yl)pyrimidin-4-yl]amino]-2-phenyl-ethanol O=S1(CCCC2=CC(=CC=C12)NC1=NC=C(C(=N1)N[C@H](CO)C1=CC=CC=C1)C1=NN=NN1C)=O